CC=1N=C2N(N=C(C=C2C)C=2NC(C3=C(N2)SC(=C3)OC3CCNCC3)=O)C1 2-(2,8-Dimethylimidazo[1,2-b]pyridazin-6-yl)-6-(4-piperidyloxy)-3H-thieno[2,3-d]pyrimidin-4-on